1-((1H-indol-7-yl)methyl)-N5-cyclopropyl-N3-methyl-2-oxo-1,2-dihydropyridine-3,5-dicarboxamide N1C=CC2=CC=CC(=C12)CN1C(C(=CC(=C1)C(=O)NC1CC1)C(=O)NC)=O